2-(triFluoromethyl)imidazole FC(C=1NC=CN1)(F)F